ClC=1C=CC2=CC=C3C(=CC(=NC3=C2N1)C1=CC=CC=C1)C 9-chloro-4-methyl-2-phenyl-1,10-phenanthroline